zirconium (ethylacetoacetate) triisopropoxide CC([O-])C.CC([O-])C.CC([O-])C.C(C)CC(CC(=O)[O-])=O.[Zr+4]